1-bromo-4-cyclopropyl-sulfonyl-benzene BrC1=CC=C(C=C1)S(=O)(=O)C1CC1